C1(CC1)C(=O)N1CCN(CC1)C(C(CCC=1C(C(=C(C(C1C)=O)C)C)=O)(C)O)=O 2-(4-(4-(cyclopropanecarbonyl)piperazin-1-yl)-3-hydroxy-3-methyl-4-oxobutyl)-3,5,6-trimethylcyclohexa-2,5-diene-1,4-dione